2,2-Bis(hydroxymethyl)malonic acid OCC(C(=O)O)(C(=O)O)CO